COC(C1=C(C=NC=C1F)F)=O 3,5-Difluoroisonicotinic acid methyl ester